N7-butyl-1-[(2-methoxy-5-{[(1S,4S)-5-methyl-2,5-diazabicyclo[2.2.1]heptan-2-yl]methyl}phenyl)methyl]-1H-pyrazolo[4,3-d]pyrimidine-5,7-diamine C(CCC)NC=1C2=C(N=C(N1)N)C=NN2CC2=C(C=CC(=C2)CN2[C@@H]1CN([C@H](C2)C1)C)OC